2-methylene-4-oxo-4-((2,2,2-trifluoro-1-(4-(trifluoromethyl)phenyl)ethyl)amino)butanoic acid C=C(C(=O)O)CC(NC(C(F)(F)F)C1=CC=C(C=C1)C(F)(F)F)=O